FC(C1=C(OCC2OC2)C=C(C=C1)C(F)(F)F)(F)F 2-((2,5-bis(trifluoromethyl)phenoxy)methyl)oxirane